4-(Isopropylsulfonyl)benzyl (1-hydroxy-7-methyl-1,3-dihydrobenzo[c][1,2]oxaborole-6-carbonyl)-L-valinate OB1OCC2=C1C(=C(C=C2)C(=O)N[C@@H](C(C)C)C(=O)OCC2=CC=C(C=C2)S(=O)(=O)C(C)C)C